COC1=CC=2C3=C(C(=NC2C=C1OCCCN1CCCC1)NC(C(=O)OCC)(C)C)CCC3 ethyl 2-({8-methoxy-7-[3-(pyrrolidin-1-yl)propoxy]-1H,2H,3H-cyclopenta[c]quinolin-4-yl}amino)-2-methylpropanoate